C(C)(C)(C)OC(N[C@H]1CN(C(C1)=O)C1=NC(=CC(=C1)C1=C(C=CC(=C1)NC(=O)N1C[C@@H](CC1)CC(F)(F)F)C)N1CCOCC1)=O ((R)-1-(4-(2-methyl-5-((S)-3-(2,2,2-trifluoroethyl)pyrrolidin-1-carboxamido)phenyl)-6-morpholinopyridin-2-yl)-5-oxopyrrolidin-3-yl)carbamic acid tert-butyl ester